3-(2-(2-methylazetidin-1-yl)ethyl)-1H-pyrrolo[2,3-b]pyridine-5-carbonitrile CC1N(CC1)CCC1=CNC2=NC=C(C=C21)C#N